CC1(C=2C=C3C(=CC2C(CC1)(C)C)CC=C3)C 5,5,8,8-tetramethyl-6,7-dihydro-1H-cyclopenta[b]naphthalene